3-Chloro-2-ethoxybenzoic acid ClC=1C(=C(C(=O)O)C=CC1)OCC